7-fluoro-5-{7-[(3S,4S)-3-fluoro-2,2,6,6-tetramethylpiperidin-4-yl]-7H-pyrrolo[2,3-c]pyridazin-3-yl}-2-methyl-2H-indazol-6-ol FC1=C(C(=CC2=CN(N=C12)C)C1=CC2=C(N=N1)N(C=C2)[C@@H]2[C@@H](C(NC(C2)(C)C)(C)C)F)O